2-(3-(4-(1H-pyrrolo[2,3-b]pyridin-4-yl)-1H-pyrazol-1-yl)-1-(ethanesulfonyl)azetidin-3-yl)-N-methylacetamide N1C=CC=2C1=NC=CC2C=2C=NN(C2)C2(CN(C2)S(=O)(=O)CC)CC(=O)NC